N-ethyl-N-(beta-hydroxyethyl)m-toluidine C(C)N(C1=CC(=CC=C1)C)CCO